CN(C1(CCOCC1)CC1=C(C(=O)N)C=C(C=C1OC)OC)C ((4-(dimethylamino)tetrahydro-2H-pyran-4-yl)methyl)-3,5-dimethoxybenzamide